[Al+3].OC(C(=O)[O-])C.OC(C(=O)[O-])C.OC(C(=O)[O-])C tris(2-hydroxypropionic acid) aluminium salt